3-((4-Methyl-3-(5-(1-(naphthalen-1-yl)ethyl)-1,2,4-oxadiazol-3-yl)phenyl)amino)cyclopentane-1-carboxylic acid methyl ester COC(=O)C1CC(CC1)NC1=CC(=C(C=C1)C)C1=NOC(=N1)C(C)C1=CC=CC2=CC=CC=C12